BrC=1C=CC2=C(O[C@H](CO2)COC2=CC=C(C=C2)[C@H](CC(=O)O)C#CC)C1 (S)-3-(4-(((S)-7-bromo-2,3-dihydrobenzo[b][1,4]dioxin-2-yl)methoxy)phenyl)-4-hexynoic acid